C(CO)(=O)N1CCCC1 glycolylpyrrolidine